BrC=1C(=NC(=NC1)C)NC=1C=2C=NN=CC2C=CC1Cl N-(5-bromo-2-methyl-pyrimidin-4-yl)-6-chloro-phthalazin-5-amine